3,5-Dimethyl-4-octylphenol CC=1C=C(C=C(C1CCCCCCCC)C)O